Cl.FC=1C=C2C(=C(NC2=C(C1)C(=O)N)C)C (E)-5-fluoro-2,3-dimethyl-1H-indole-7-carboxamide hydrochloride